FC(C(=O)O)(F)F.CC1=NC=C(C=N1)CN1N=CC2=NC=C(C=C21)C2=CC(=CC=C2)C(F)(F)F 1-[(2-Methylpyrimidin-5-yl)methyl]-6-[3-(trifluoromethyl)phenyl]pyrazolo[4,3-b]pyridine trifluoroacetate salt